C(C)(C)(C)OC(NCCOC)=O N-(2-methoxyethyl)carbamic acid tert-butyl ester